2-[(1Z)-5-Fluoro-2-methyl-1-{[4-(2-phenylethyl)phenyl]methylidene}-1H-inden-3-yl]acetic acid FC=1C=C2C(=C(/C(/C2=CC1)=C/C1=CC=C(C=C1)CCC1=CC=CC=C1)C)CC(=O)O